OC1=CC(=C(C(=C1)C)NC(C(=O)NC1=C(C=C(C=C1C)O)C)=O)C N1,N2-bis(4-hydroxy-2,6-dimethylphenyl)ethanediamide